COC1CC(C1)CN1N=C(C=2C1=NC(=NC2)NC=2C(=CC=1N(C2)N=CN1)C)C 1-((3-methoxycyclobutyl)methyl)-3-methyl-N-(7-methyl-[1,2,4]triazolo[1,5-a]pyridin-6-yl)-1H-pyrazolo[3,4-d]pyrimidin-6-amine